C1(=CC=CC2=CC=3C(=CC=CC3C=C12)C(=O)O)C(=O)O anthracene-1,5-dicarboxylic acid